N[C@](C(=O)OC(C)C)(CC(C)(C)C)C1=C(C=C(C=C1)C=1N=NNC1)F isopropyl (R)-2-amino-2-(2-fluoro-4-(1H-1,2,3-triazol-4-yl)phenyl)-4,4-dimethylpentanoate